O1C(=CC=C1)C(=O)NC=1C=C2C=3CC(CCC3NC2=CC1)CNCCC 6-(2-furoyl)amino-3-(propyl)aminomethyl-1,2,3,4-tetrahydro-9H-carbazole